FC1=CC=C2OC=3C=C4C(=CC3NC2=C1)N=CC=N4 9-fluoro-11H-pyrazino[2,3-b]phenoxazine